4-chloro-2-methyl-1H-imidazol-5-amine ClC=1N=C(NC1N)C